methyl (2S,5R)-1-trifluoroacetyl-5-(N-benzyloxy-p-nitrobenzenesulfonylamino)-piperidine-2-carboxylate FC(C(=O)N1[C@@H](CC[C@H](C1)N(OCC1=CC=CC=C1)S(=O)(=O)C1=CC=C(C=C1)[N+](=O)[O-])C(=O)OC)(F)F